((3R,6S)-1-(2-fluoro-2-methylpropyl)-6-(trifluoromethyl)piperidin-3-yl)-8-azabicyclo[3.2.1]octane-3-carboxamide FC(CN1C[C@@H](CC[C@H]1C(F)(F)F)C12CC(CC(CC1)N2)C(=O)N)(C)C